O1CCN(CC1)C1=NN=C(S1)OC1=CC=C(C=C1)C(C)(C)C1=CC=C(OC2CC(C2)NC(OC(C)(C)C)=O)C=C1 tert-butyl ((1r,3r)-3-(4-(2-(4-((5-morpholino-1,3,4-thiadiazol-2-yl)oxy) phenyl)propan-2-yl)phenoxy)cyclobutyl)carbamate